2-(4,4-Difluoropiperidin-1-yl)pyridin-3-amine FC1(CCN(CC1)C1=NC=CC=C1N)F